NC=1C2=C(N=CN1)N(C(=C2C=2CCN(CC2)C(=O)OCC2=CC=CC=C2)C2=CC=C(C=C2)NC(C(=C)C)=O)C benzyl 4-(4-amino-6-(4-methacrylamidophenyl)-7-methyl-7H-pyrrolo[2,3-d]pyrimidin-5-yl)-3,6-dihydropyridine-1(2H)-carboxylate